N[C@@H]1CN(CC1)C1=CC=C(C=C1)C1=CC=C2CN(C(C2=C1)=O)[C@@H](C=1NC2=CC=CC=C2C1)C1=C(C=CC(=C1)F)O 6-(4-((S)-3-aminopyrrolidin-1-yl)phenyl)-2-((R)-(5-fluoro-2-hydroxyphenyl)(1H-indol-2-yl)methyl)isoindolin-1-one